C(C)OC(C(C\C=C(\CCC=C(C)C)/C)C(COC1OCCCC1)=O)=O.C1(=CC(=CC=C1)/C=C/C(=O)N1C(OC([C@@H]1C1=CC=C(C=C1)F)([2H])[2H])=O)C1=CC=CC=C1 (S,E)-3-(3-([1,1'-biphenyl]-3-yl)acryloyl)-4-(4'-fluorophenyl)oxazolidin-2-one-5,5-d2 ethyl-(E)-5,9-dimethyl-2-(2-((tetrahydro-2H-pyran-2-yl)oxy)acetyl)deca-4,8-dienoate